C1(=CC=CC=C1)[C@@H]1N=C(N(C1)C1=CC=CC=C1)C1=C(N)C=CC=C1 2-[(4S)-4-phenyl-N-phenyl-2-imidazolinyl]Aniline